FC1=CN=CC2=C1C(=NC=1N2C(=NN1)C)N1CCCC2=C(C=CC=C12)C#CC(C#N)(C)C 4-(1-(6-fluoro-1-methylpyrido[4,3-e][1,2,4]triazolo[4,3-a]pyrimidin-5-yl)-1,2,3,4-tetrahydroquinolin-5-yl)-2,2-dimethylbut-3-ynenitrile